rel-N-(6-amino-5-cyclopropyl-3-pyridyl)-2-[(2S,4R,5S)-2-(1,3-benzothiazol-5-yl)-4-methoxy-5-methyl-1-piperidyl]-2-oxo-acetamide NC1=C(C=C(C=N1)NC(C(=O)N1[C@@H](C[C@H]([C@H](C1)C)OC)C=1C=CC2=C(N=CS2)C1)=O)C1CC1 |o1:12,14,15|